3-[(3-chloro-2-methoxyphenyl)amino]-2-[3-(2-methoxy-2-methylpropoxy)pyridin-4-yl]-1H,6H,7H-pyrano[4,3-b]pyrrol-4-one ClC=1C(=C(C=CC1)NC=1C2=C(NC1C1=C(C=NC=C1)OCC(C)(C)OC)CCOC2=O)OC